Dioctadecyl-5-tert-butyl-4-hydroxy-3-methylbenzylphosphonat C(CCCCCCCCCCCCCCCCC)C(C1=CC(=C(C(=C1)C(C)(C)C)O)C)(P([O-])([O-])=O)CCCCCCCCCCCCCCCCCC